FC1(CNC(N(C1)[C@H](COC)C1=CC(=NC=C1)NC([C@H](C1CCC(CC1)(F)F)NC(=O)C1=CC=NN1CC)=O)=O)F N-((S)-2-((4-((S)-1-(5,5-difluoro-2-oxotetrahydropyrimidin-1(2H)-yl)-2-methoxyethyl)pyridin-2-yl)amino)-1-(4,4-difluorocyclohexyl)-2-oxoethyl)-1-ethyl-1H-pyrazole-5-carboxamide